triethanol dimethacrylate C(C(=C)C)(=O)O.C(C(=C)C)(=O)O.C(C)O.C(C)O.C(C)O